Racemic-tert-butyl 1-((tert-butoxycarbonyl) amino)-3,3-difluoro-8-azaspiro[4.5]decane-8-carboxylate C(C)(C)(C)OC(=O)N[C@@H]1CC(CC12CCN(CC2)C(=O)OC(C)(C)C)(F)F |r|